2-(6-(4-isopropyl-5-(8-methyl-[1,2,4]triazolo[1,5-a]pyridin-6-yl)-1H-pyrazol-3-yl)-3,4-dihydroisoquinolin-2(1H)-yl)acetamide C(C)(C)C=1C(=NNC1C=1C=C(C=2N(C1)N=CN2)C)C=2C=C1CCN(CC1=CC2)CC(=O)N